C(C)(C)C1=C(C(=CC(=C1)C1=CC(=CC=C1)C(F)(F)F)C(C)C)Br 2,6-diisopropyl-4-(3-trifluoromethylphenyl)bromobenzene